((1s,4s)-4-((5-(1-(2,2-difluoroethyl)-2-methyl-1H-benzo[d]imidazol-6-yl)-4-methoxy-7H-pyrrolo[2,3-d]pyrimidin-2-yl)amino)cyclohexyl)(pyrrolidin-1-yl)methanone FC(CN1C(=NC2=C1C=C(C=C2)C2=CNC=1N=C(N=C(C12)OC)NC1CCC(CC1)C(=O)N1CCCC1)C)F